C(C)OCCN(CC[C@@H](C(=O)O)NC(C1=C(C=CC(=C1)F)C(F)(F)F)=O)CCCCC1=NC=2NCCCC2C=C1 (S)-4-((2-ethoxyethyl)(4-(5,6,7,8-tetrahydro-1,8-naphthyridin-2-yl)butyl)amino)-2-(5-fluoro-2-(trifluoromethyl)benzamido)butanoic acid